O.Cl.O[C@@H](CN[C@H]1CCC=2C=CC(=CC2C1)OCC(=O)N(C)C)C1=CC=C(C=C1)O (-)-2-[7(S)-[2(R)-Hydroxy-2-(4-hydroxyphenyl)ethylamino]-5,6,7,8-tetrahydro-2-naphthyloxy]-N,N-dimethylacetamide hydrochloride monohydrate